t-butyl peroxybenzoate (tert-Butyl peroxybenzoate) C(C)(C)(C)C1=C(C(=O)OO)C=CC=C1.C(C1=CC=CC=C1)(=O)OOC(C)(C)C